ethyl 2-{5'-fluoro-1'-methyl-[4,6'-biindazol]-1-yl}acetate FC=1C=C2C=NN(C2=CC1C=1C=2C=NN(C2C=CC1)CC(=O)OCC)C